ClC1=CC=C(C=C1)C(CCCC(=O)O)(CCN(C)C)C1=NC=CC=C1 5-(4-chlorophenyl)-7-(dimethylamino)-5-(pyridin-2-yl)heptanoic acid